5-((4'-sulfamoyl-[1,1'-biphenyl]-4-yl)methoxy)-1H-1,2,3-triazole-4-carboxylic acid S(N)(=O)(=O)C1=CC=C(C=C1)C1=CC=C(C=C1)COC1=C(N=NN1)C(=O)O